C(C=C)(=O)OCCN=C=O 2-(acryloyloxy)ethyl isocyanate